[Cl].C(C)C1=CC=CC=C1 Ethylbenzene Chlorine